2-(7-(4-((5-(2,6-dioxopiperidin-3-yl)-4-oxo-5,6-dihydro-4H-thieno[3,4-c]pyrrol-1-yl)methoxy)phenyl)heptyl)-4-((1-hydroxy-1,3-dihydrobenzo[c][1,2]oxaborol-5-yl)oxy)benzonitrile O=C1NC(CCC1N1CC=2C(C1=O)=CSC2COC2=CC=C(C=C2)CCCCCCCC2=C(C#N)C=CC(=C2)OC2=CC1=C(B(OC1)O)C=C2)=O